FC1(CN(CCC1OC1=NC2=CC(=CC=C2C(=N1)NC1=C(C(=CC=C1)C#C)F)OC)C)F (3,3-difluoro-1-methyl-(Piperidin-4-yl)oxy)-N-(3-ethynyl-2-fluorophenyl)-7-methoxyquinazolin-4-amine